8-Azidocoumarin N(=[N+]=[N-])C=1C=CC=C2C=CC(OC12)=O